C(CCC)C1(CS(C2=C(N(C1)C1=CC=C(C=C1)OC)C=C(C(=C2)O)SC)(=O)=O)CC 3-butyl-3-ethyl-8-hydroxy-5-(4-methoxyphenyl)-7-(methylsulfanyl)-2,3,4,5-tetrahydro-1,5-benzothiazepine 1,1-dioxide